N-{3-[2-(4-chloro-3-fluorophenoxy)acetamido]bicyclo[1.1.1]pentan-1-yl}-7-methoxy-4-oxo-4H-1-benzopyran-2-carboxamide ClC1=C(C=C(OCC(=O)NC23CC(C2)(C3)NC(=O)C=3OC2=C(C(C3)=O)C=CC(=C2)OC)C=C1)F